(R)-5-(3-fluoro-4-methylphenyl)-5-methylimidazolidine-2,4-dione FC=1C=C(C=CC1C)[C@@]1(C(NC(N1)=O)=O)C